[Cl-].[Cl-].[Zr+4].C1(=CC=CC=C1)CCCC=C 1-phenylpent-4-ene zirconium(IV) dichloride